(S)-5-(1-((tert-butyldimethylsilyl)oxy)-7-fluoro-2,3-dihydro-1H-inden-4-yl)-3-chloro-2-((tetrahydro-2H-pyran-4-yl)oxy)pyridine [Si](C)(C)(C(C)(C)C)O[C@H]1CCC2=C(C=CC(=C12)F)C=1C=C(C(=NC1)OC1CCOCC1)Cl